FC=1C=C(C=C(C1)C(F)(F)F)CC1=CC(=NC=C1)N1N=NC2=C1CCCC2NC2COCC2 1-(4-{[3-fluoro-5-(trifluoromethyl)phenyl]methyl}pyridin-2-yl)-N-(oxacyclopent-3-yl)-4,5,6,7-tetrahydro-1H-benzotriazol-4-amine